C1(CC1)C(C(=O)OC)(C)C1CC1 methyl 2,2-dicyclopropylpropionate